C(C)N1C=C(C(C2=C1N=NC(=C2)OC2CC1=CC=CC=C1C2)=O)C(=O)N2C1COCC2CCC1 8-Ethyl-3-indan-2-yloxy-6-(3-oxa-9-azabicyclo[3.3.1]nonane-9-carbonyl)pyrido[2,3-c]pyridazin-5-one